Methyl-1,3-propanediol CC(CCO)O